ethyl 1-(1-(2-(2-(2-((2S,3S)-1-methyl-5-oxo-2-(pyridin-3-yl)pyrrolidine-3-carboxamido)ethoxy)ethoxy)ethyl)piperidin-4-yl)-1H-pyrazole-4-carboxylate CN1[C@@H]([C@H](CC1=O)C(=O)NCCOCCOCCN1CCC(CC1)N1N=CC(=C1)C(=O)OCC)C=1C=NC=CC1